S1C(=NC=C1)N=NC1=C(C=CC2=CC=CC=C12)O 1-(2-Thiazolylazo)-2-naphthol